9-bromononyloxytert-butyldimethylsilane BrCCCCCCCCCO[Si](C)(C)C(C)(C)C